3-[bis(2-hydroxyethyl)amino]-2-hydroxy-1-propanesulfonic acid OCCN(CC(CS(=O)(=O)O)O)CCO